4-[(2R)-3-(3,4-dihydro-1H-isoquinolin-2-yl)-2-hydroxypropyl]-8-[1-(4-hydroxy-1-piperidyl)ethyl]-2,3-dihydro-1,4-benzoxazepin-5-one propyl-p-hydroxybenzoate C(CC)OC(C1=CC=C(C=C1)O)=O.C1N(CCC2=CC=CC=C12)C[C@H](CN1CCOC2=C(C1=O)C=CC(=C2)C(C)N2CCC(CC2)O)O